CC1=NC(=CC(=C1)[C@@H](C1=CC=C(C#N)C=C1)OC1=C(C=C2C(CCOC2=C1C)=O)F)C (R,S)-4-((2,6-Dimethylpyridin-4-yl)((6-fluoro-8-methyl-4-oxochroman-7-yl)oxy)methyl)benzonitrile